(R,E)-3-((3-((E)-4-(((cis)-2,6-Dimethylpiperidin-1-yl)methyl)styryl)-1-(tetrahydro-2H-pyranyl)-1H-indazol-6-yl)methylene)-4-Phenylpyrrolidin-2-one C[C@@H]1N([C@@H](CCC1)C)CC1=CC=C(/C=C/C2=NN(C3=CC(=CC=C23)\C=C/2\C(NC[C@@H]2C2=CC=CC=C2)=O)C2OCCCC2)C=C1